O1CCOC2=C1C=CC(=C2)NC2=NC=CC(=N2)NC2=NC(=NC=C2)C2=NC(=CC=C2)C N2-(2,3-dihydro-1,4-benzodioxin-6-yl)-N4-[2-(6-methyl-2-pyridyl)pyrimidin-4-yl]pyrimidine-2,4-diamine